OC1(COC1)C1CCN(CC1)CCNC(=O)C1=NN(C2=C1C=NC(=C2)C=2C=NN1C2N=CC=C1)C=1C(=CC2=C(OCCN2)C1)OC N-(2-(4-(3-hydroxyoxetan-3-yl)piperidin-1-yl)ethyl)-1-(6-methoxy-3,4-dihydro-2H-benzo[b][1,4]oxazin-7-yl)-6-(pyrazolo[1,5-a]pyrimidin-3-yl)-1H-pyrazolo[4,3-c]pyridine-3-carboxamide